2,4-dihydroxy-6-pentyl-3-(3,4,7-trimethylnona-2,6-dien-1-yl)benzoic acid OC1=C(C(=O)O)C(=CC(=C1CC=C(C(CC=C(CC)C)C)C)O)CCCCC